ethyl 1-[[4-[5-(trifluoromethyl)-1,2,4-oxadiazol-3-yl]phenyl] methyl]pyrazole-4-carboxylate FC(C1=NC(=NO1)C1=CC=C(C=C1)CN1N=CC(=C1)C(=O)OCC)(F)F